C1(=CC=CC=C1)/C=C/S(=O)(=O)F (E)-2-phenylethene-1-sulfonyl fluoride